(E)-6'-((3-(Phenylselanyl)prop-1-en-1-yl)oxy)-3H-spiro[isobenzofuran-1,9'-xanthen]-3'-ol C1(=CC=CC=C1)[Se]C/C=C/OC=1C=C2OC=3C=C(C=CC3C3(C2=CC1)OCC1=CC=CC=C13)O